1-((1-(cyanomethyl)cyclopropyl)methyl)-2-(2-fluoro-4-(6-((2-fluoro-4-(oxetane-3-yl)benzyl)oxy)pyridin-2-yl)benzyl)-1H-benzo[d]imidazole-6-carboxylic acid C(#N)CC1(CC1)CN1C(=NC2=C1C=C(C=C2)C(=O)O)CC2=C(C=C(C=C2)C2=NC(=CC=C2)OCC2=C(C=C(C=C2)C2COC2)F)F